CN(CCCN(C1=NC=C(N=C1)C1=NC=CC=C1)C)C N1,N1,N3-trimethyl-N3-(5-(pyridin-2-yl)pyrazin-2-yl)propane-1,3-diamine